L-α-tert-Butylglycine C(C)(C)(C)[C@H](N)C(=O)O